C(#N)CNN=O N-(cyanomethyl)nitrous acid amide